2-(5-bromo-3-oxo-2,3-dihydro-1H-indene-1-ylidene)malononitrile BrC=1C=C2C(CC(C2=CC1)=C(C#N)C#N)=O